FC1=C(C(=O)NC(NC2=NC=CC=C2C)=O)C=CC(=N1)C(F)(F)F 2-fluoro-N-((3-methylpyridin-2-yl)carbamoyl)-6-(trifluoromethyl)nicotinamide